C(C)(C)C1(C(C=CC(=C1)C(C)C)NC1=CC=2N(C3=CC=CC=C3C2C=C1)C1=CC(=CC=C1)C1=NC=CC=C1)N 2,4-diisopropyl-N1-(9-(3-(pyridin-2-yl)phenyl)-9H-carbazol-2-yl)benzene-1,2-diamine